ClC1=CC(=CC(=N1)N)C1=CC=CC=C1 6-chloro-4-phenylpyridin-2-amine